C(#N)C1=C(C=CC2=C1N(C(=N2)NC(CC(C)(C)C2CC2)=O)C2(CCC2)C)F N-(7-cyano-6-fluoro-1-(1-methylcyclobutyl)-1H-benzo[d]imidazol-2-yl)-3-cyclopropyl-3-methylbutanamide